ethyl 2-(((S)-3-(5-chloro-2-methylphenyl)-5-(piperidin-1-yl)pentyl)(methyl)amino)-2-(3-methyl-2-((1r,4S)-4-(2,2,2-trifluoroethoxy)cyclohexyl) phenyl)acetate ClC=1C=CC(=C(C1)[C@H](CCN(C(C(=O)OCC)C1=C(C(=CC=C1)C)C1CCC(CC1)OCC(F)(F)F)C)CCN1CCCCC1)C